C(C)(C)(C)C=1C=C(C=C(C1O)C(C1=C(C(=CC(=C1)C(C)(C)C)C(C)(C)C)O)=O)CCC(=O)[O-] 3-(3-Tert-butyl-5-(3,5-di-tert-butyl-2-hydroxybenzoyl)-4-hydroxyphenyl)propanoate